C1(CCC1)N1C(N(C(C12CCN(CC2)C2=CN=C1C(=N2)N(N=C1)CC(F)F)=O)C=1C=NC(=CC1)C(F)(F)F)=O 1-cyclobutyl-8-(1-(2,2-difluoroethyl)-1H-pyrazolo[3,4-b]pyrazin-6-yl)-3-(6-(trifluoromethyl)pyridin-3-yl)-1,3,8-triazaspiro[4.5]decane-2,4-dione